methyl 4-(5-chloro-2-(methoxy-d3) phenyl)-6-methylpyridine-3-carboxylate ClC=1C=CC(=C(C1)C1=C(C=NC(=C1)C)C(=O)OC)OC([2H])([2H])[2H]